6-chloro-2-(4-fluorobenzyl)-5-(2-methoxyphenoxy)pyrimidin-4-amine ClC1=C(C(=NC(=N1)CC1=CC=C(C=C1)F)N)OC1=C(C=CC=C1)OC